C1(NCC2C1CCC2)C(=O)N octahydrocyclopenta[c]Pyrrole-1-carboxamide